tert-butyl 3-((5-amino-3-chloropyrazin-2-yl)ethynyl)piperidine-1-carboxylate NC=1N=C(C(=NC1)C#CC1CN(CCC1)C(=O)OC(C)(C)C)Cl